5-chloro-2-(1-methylpiperidine-4-yl)benzo[d]thiazole ClC=1C=CC2=C(N=C(S2)C2CCN(CC2)C)C1